OCC(CO)(CO)C(C(=O)N)=C {tris(hydroxymethyl)methyl}acrylamide